ClC1=NC=C(C(=N1)NC1=C(C=CC=C1)S(=O)(=O)C)Cl 2,5-dichloro-N-(2-methylsulfonylphenyl)pyrimidin-4-amine